3,5-dihydroxy-4-methoxy-1,7-diphenyl-heptane-1,7-dione OC(CC(=O)C1=CC=CC=C1)C(C(CC(=O)C1=CC=CC=C1)O)OC